ClC=1C=NC=C(C1[C@@H](C)OC=1C=C2C(=NNC2=CC1)C=1C=CC(=NC1)NC1CC2(CN(C2)S(=O)(=O)C)C1)Cl (R)-N-(5-(5-(1-(3,5-dichloropyridin-4-yl)ethoxy)-1H-indazol-3-yl)pyridin-2-yl)-2-(methylsulfonyl)-2-azaspiro[3.3]heptan-6-amine